N1(CCOCC1)C1=CC=C(CC2=C(C=CC=C2)CC(CC)=O)C=C1 1-(4-morpholinylbenzyl-phenyl)butanone